BrC1=C(C=C2C(=NC(=NC2=C1O[C@@H](C)C1=CC=CC=C1)OC1CCOCC1)N1[C@@H]2CN([C@H](C1)C2)C(=O)OC(C)(C)C)I tert-butyl (1S,4S)-5-{7-bromo-6-iodo-2-[(oxan-4-yl)oxy]-8-[(1S)-1-phenylethoxy]quinazolin-4-yl}-2,5-diazabicyclo[2.2.1]heptane-2-carboxylate